(2-(tert-butoxycarbonyl)-2-azaspiro[4.5]decan-8-yl)zinc(II) iodide [I-].C(C)(C)(C)OC(=O)N1CC2(CC1)CCC(CC2)[Zn+]